N-((3S,4S)-1-(4-hydroxycyclohexyl)-3-methylpiperidin-4-yl)-6-(3-((2-methoxy-4-(methylsulfonyl)phenyl)amino)prop-1-yn-1-yl)-1-(2,2,2-trifluoroethyl)-1H-benzo[d]imidazole-4-carboxamide OC1CCC(CC1)N1C[C@@H]([C@H](CC1)NC(=O)C1=CC(=CC=2N(C=NC21)CC(F)(F)F)C#CCNC2=C(C=C(C=C2)S(=O)(=O)C)OC)C